FC1([C@H](C2=C(N(N=C2C(F)(F)F)CC[C@H](C(F)(F)F)OC)[C@H]1F)O)F (4s,6R)-5,5,6-trifluoro-1-[(3R)-4,4,4-trifluoro-3-methoxybutyl]-3-(trifluoromethyl)-4,6-dihydrocyclopenta[c]pyrazol-4-ol